ClC1=C(C=C(C=C1)I)C1=CC=C(O[C@@H]2COCC2)C=C1 (S)-3-(4-(2-chloro-5-iodophenyl)phenoxy)tetrahydrofuran